N1(C=NC=C1)C=1C=CC(=C(C1)O)C=1SC(=NN1)OC1C[C@]2(CC[C@@](C1)(N2C)C)C 5-(1H-imidazol-1-yl)-2-(5-(((1R,3s,5S)-1,5,8-trimethyl-8-azabicyclo[3.2.1]octan-3-yl)oxy)-1,3,4-thiadiazol-2-yl)phenol